2-[4-cyclopropyl-2-(difluoromethyl)-6-fluorophenyl]-6-(2-methyl-1,3-oxazol-4-yl)-2,5-dihydro-4H-pyrazolo[3,4-d]pyrimidin-4-one C1(CC1)C1=CC(=C(C(=C1)F)N1N=C2N=C(NC(C2=C1)=O)C=1N=C(OC1)C)C(F)F